tert-Butyl 4-(8-((3-chloro-5-(trifluoromethyl)phenyl)amino)-2-((1-methylcyclopentyl) amino)-9H-purin-9-yl)piperidine-1-carboxylate ClC=1C=C(C=C(C1)C(F)(F)F)NC=1N(C2=NC(=NC=C2N1)NC1(CCCC1)C)C1CCN(CC1)C(=O)OC(C)(C)C